C1(CCC1)CC1=C2CC[C@H]3N(C2=CC=N1)CCNC3 (R)-7-(cyclobutylmethyl)-2,3,4,4a,5,6-hexahydro-1H-pyrazino[1,2-a][1,6]naphthyridine